[Ti].CC1=NC2=CC=C(C=C2C=C1)C(C)=O 1-(2-Methylquinolin-6-yl)ethan-1-one titanium